BrC=1C2=CN(N=C2C(=CC1)C(=O)NC=1C=C(C=2N(C1)C=C(N2)C)Cl)C 4-bromo-N-{8-chloro-2-methylimidazo[1,2-a]pyridin-6-yl}-2-methylindazole-7-carboxamide